1,6-dioxaspiro[4.5]decan-10-yl 3-(trifluoromethyl)benzoate FC(C=1C=C(C(=O)OC2CCCOC23CCCO3)C=CC1)(F)F